COC1=NC=CC(=C1)CN1N=CC(=C1)CNC1=NC=2N([C@H](C(NC2C(=N1)C)=O)C)C (7S)-2-(((1-((2-methoxypyridin-4-yl)methyl)-1H-pyrazol-4-yl)methyl)amino)-4,7,8-trimethyl-7,8-dihydropteridin-6(5H)-one